ClC1=C(C=C(C=C1)CCC1CC1)C(=O)NC=1C=C(C2=C(NC(=N2)COC)C1)C(=O)NC1=C(C(=CC=C1)Cl)C 6-({[2-chloro-5-(2-cyclopropylethyl)phenyl]carbonyl}amino)-N-(3-chloro-2-methylphenyl)-2-(methoxymethyl)-1H-benzimidazole-4-carboxamide